BrC1=NN(C(=C1)CC(C)C)C1=CC(=CC(=C1)F)OC(F)F 3-Bromo-1-(3-(difluoromethoxy)-5-fluorophenyl)-5-isobutyl-1H-pyrazole